COC1=CC=2N(N=C1OCC=1C=CC=3C(N1)=CN(N3)C3COC3)C(=NN2)C2=NOC(=C2)C 3-(7-Methoxy-6-((2-(oxetan-3-yl)-2H-pyrazolo[4,3-b]pyridin-5-yl)methoxy)-[1,2,4]triazolo[4,3-b]pyridazin-3-yl)-5-methylisoxazole